(R or S)-5-chloro-2-(2-(difluoromethyl)morpholino)-6-methyl-N-(2-sulfamoylpyridin-4-yl)nicotinamide ClC=1C(=NC(=C(C(=O)NC2=CC(=NC=C2)S(N)(=O)=O)C1)N1C[C@@H](OCC1)C(F)F)C |o1:22|